4'-(3,6-bis(diphenylamino)-9H-carbazol-9-yl)-6-(pyridin-3-yl)-[1,1'-biphenyl]-3-carbonitrile C1(=CC=CC=C1)N(C=1C=CC=2N(C3=CC=C(C=C3C2C1)N(C1=CC=CC=C1)C1=CC=CC=C1)C1=CC=C(C=C1)C1=CC(=CC=C1C=1C=NC=CC1)C#N)C1=CC=CC=C1